N-[2-(2-methoxyethoxy)ethyl]-N-(2-methoxyethyl)-N-methylamine COCCOCCN(C)CCOC